2-isobutyl-1-(3-phenylpropyl)-1H-pyrrole-3-carboxylic acid C(C(C)C)C=1N(C=CC1C(=O)O)CCCC1=CC=CC=C1